2-((2S,6S)-2,6-dimethylmorpholino)-5-fluoropyrimidin-4-amine C[C@@H]1O[C@H](CN(C1)C1=NC=C(C(=N1)N)F)C